C(N1N=CC2=CC(=CC=C12)C1=C(N=C2N1C=CC=N2)C2=NC(=CC=C2)C)([2H])([2H])[2H] 3-(1-(methyl-d3)-1H-indazol-5-yl)-2-(6-methylpyridin-2-yl)-imidazo[1,2-a]pyrimidine